FC(C1=NN(C=C1NC(=O)C=1C=NN2C1N=C(C=C2)N2CCOCC2)C2CCN(CC2)CC=2C=C1C(N(C(C1=CC2F)=O)C2C(NC(CC2)=O)=O)=O)F N-(3-(difluoromethyl)-1-(1-((2-(2,6-dioxopiperidin-3-yl)-6-fluoro-1,3-dioxoisoindolin-5-yl)methyl)piperidin-4-yl)-1H-pyrazol-4-yl)-5-morpholinopyrazolo[1,5-a]pyrimidine-3-carboxamide